CC1=CC(=NN1)NC1=NC(=C2N=CN(C2=N1)C1CC2CCC(C1)N2CCC#N)N2CCOCC2 3-((3-exo)-3-(2-((5-methyl-1H-pyrazol-3-yl)amino)-6-morpholino-9H-purin-9-yl)-8-azabicyclo[3.2.1]octan-8-yl)propionitrile